2-[2-bromo-6-(carboxymethoxy)-3-fluoropyridin-4-yl]acetic acid BrC1=NC(=CC(=C1F)CC(=O)O)OCC(=O)O